ethyleneglycol bis(4-hydroxyphenyl) ether OC1=CC=C(C=C1)OCCOC1=CC=C(C=C1)O